S1C(=NC2=C1C=CC=C2)[C@H]2N(CCC1=C2N=CN1)C(=O)C1=NC(=NN1C)C(C#N)(C)C (S)-2-(5-(4-(benzo[d]thiazol-2-yl)-4,5,6,7-tetrahydro-1H-imidazo[4,5-c]pyridine-5-carbonyl)-1-methyl-1H-1,2,4-triazol-3-yl)-2-methylpropanenitrile